18-benzyl-12-(2,6-dimethylphenyl)-15-oxa-8λ6-thia-1,9,11,18,23-pentaazatetracyclo[14.5.1.13,7.110,14]tetracosa-3,5,7(24),10,12,14(23)-hexaene-2,8,8-trione C(C1=CC=CC=C1)N1CC2OC=3C=C(N=C(NS(C=4C=CC=C(C(N(CCC1)C2)=O)C4)(=O)=O)N3)C3=C(C=CC=C3C)C